tert-butyl 2-[[tert-butyl(dimethyl)silyl]oxymethyl]-5-(4,4,5,5-tetramethyl-1,3,2-dioxaborolan-2-yl)-2,3,4,7-tetrahydroazepine-1-carboxylate [Si](C)(C)(C(C)(C)C)OCC1N(CC=C(CC1)B1OC(C(O1)(C)C)(C)C)C(=O)OC(C)(C)C